C(C1=CC=CC=C1)NC(C1=C(C(=C(C=C1)O)O)O)=O N-benzyl-2,3,4-trihydroxybenzamide